The molecule is a hydroperoxyicosatrienoate that is the conjugate base of (8Z,12E,14Z)-11-hydroperoxyicosatrienoic acid, obtained by deprotonation of the carboxy group; major species at pH 7.3. It is a hydroperoxyicosatrienoate and a long-chain fatty acid anion. It derives from an all-cis-icosa-8,11,14-trienoate. It is a conjugate base of an (8Z,12E,14Z)-11-hydroperoxyicosatrienoic acid. CCCCC/C=C\\C=C\\C(C/C=C\\CCCCCCC(=O)[O-])OO